N-(2-chloro-3-(trifluoromethyl)benzyl)-5-hydroxy-8-methylene-5,6,7,8-tetrahydroquinoline-5-carboxamide ClC1=C(CNC(=O)C2(C=3C=CC=NC3C(CC2)=C)O)C=CC=C1C(F)(F)F